2-((1S,2S)-2-aminocyclopentyl)-3-bromo-5-chloro-N-(furan-2-ylmethyl)thieno[3,2-b]pyridin-7-amine N[C@@H]1[C@H](CCC1)C1=C(C2=NC(=CC(=C2S1)NCC=1OC=CC1)Cl)Br